2,4-dibromobenzenesulfonic acid BrC1=C(C=CC(=C1)Br)S(=O)(=O)O